2-(4-fluorophenyl)indoline ethyl-3-amino-7,7-dimethyl-7,8-dihydro-5H-pyrano[4,3-b]thieno[3,2-e]pyridine-2-carboxylate C(C)OC(=O)C1=C(C=2C=C3C(=NC2S1)CC(OC3)(C)C)N.FC3=CC=C(C=C3)C3NC1=CC=CC=C1C3